2-(1H-imidazol-1-yl)-N-((1r,4r)-4-methylcyclohexyl)-6-(trifluoromethyl)pyrimidine-4-carboxamide N1(C=NC=C1)C1=NC(=CC(=N1)C(=O)NC1CCC(CC1)C)C(F)(F)F